COC1=C(C(=CN=C1)C(=O)NC2=CC=CC=C2)C=O 4-FORMYL-5-METHOXY-N-PHENYLNICOTINAMIDE